1,2-dicyano-1,2-bis(2,4,5-trimethyl-3-thienyl)ethene tert-butyl-N-[(2R,3S)-1-{2-chloro-7-ethynyl-4-[(thiophen-2-ylmethyl)amino]furo[3,2-d]pyrimidin-6-yl}-3-fluorobutan-2-yl]carbamate C(C)(C)(C)OC(N[C@H](CC1=C(C=2N=C(N=C(C2O1)NCC=1SC=CC1)Cl)C#C)[C@H](C)F)=O.C(#N)C(=C(C1=C(SC(=C1C)C)C)C#N)C1=C(SC(=C1C)C)C